FC(OC1=CC=C(C=C1)C1(CC1)C1=NC(=NO1)CC(C(=O)O)=C)(F)F 2-((5-(1-(4-(trifluoromethoxy)phenyl)cyclopropyl)-1,2,4-oxadiazol-3-yl)methyl)acrylic acid